C(CCCCCCC)ON1C(CC(CC1(C)C)OC(CCC(=O)OC1CC(N(C(C1)(C)C)OCCCCCCCC)(C)C)=O)(C)C bis(1-octyloxy-2,2,6,6-tetramethylpiperidin-4-yl)succinate